CN1N=NN=C1SC1=C(C(=O)NC2=CC=C(C=C2)SC(F)(F)F)C=C(C=C1)[N+](=O)[O-] 2-[(1-methyl-1H-tetrazol-5-yl)sulfanyl]-5-nitro-N-{4-[(trifluoromethyl)sulfanyl]phenyl}benzamide